[Cl+3].P(=O)([O-])([O-])[O-].NCC(CCC(=O)O)=O 5-aminolevulinic acid phosphate chlorine